ClC=1C=CC(=C(C1)[C@@H](N[S@@](=O)C(C)(C)C)C=1N(C2=CC=CC=C2C1)S(=O)(=O)C1=CC=CC=C1)OC (S)-N-((R)-(5-chloro-2-methoxyphenyl)(1-(benzenesulfonyl)-1H-indol-2-yl)methyl)-2-methylpropan-2-sulfinamide